(2-Chlorotrityl) (R)-4-(((S)-1-aminopropan-2-yl)(methyl)amino)-3-(3-fluorobenzyl)-4-oxobutanoate NC[C@H](C)N(C([C@@H](CC(=O)OC(C1=C(C=CC=C1)Cl)(C1=CC=CC=C1)C1=CC=CC=C1)CC1=CC(=CC=C1)F)=O)C